C(C1=CC=CC=C1)N1CC(C=2C=CC=NC2C1)=O 7-benzyl-6,8-dihydro-1,7-naphthyridin-5-one